C1=CC=CC=2C3=CC=CC=C3N(C12)C(=O)Cl 9H-carbazole-9-carbonyl chloride